FC1=C(C=C(C=C1)NC=C1COC(OC1)(C)C)OC 5-(((4-fluoro-3-methoxyphenyl)amino)methylene)-2,2-dimethyl-1,3-dioxane